ClC1=CC=C(C=C1)NC(=O)NC=1SC(=CC1)C1=CC=CC=C1 1-(4-chlorophenyl)-3-(5-phenylthiophen-2-yl)urea